(1R)-1-{5-[2-(1H-Imidazol-1-yl)-5-(trifluoromethyl)pyridin-4-yl]-1,2,4-oxadiazol-3-yl}-6-azaspiro[2.5]octan-6-sulfonamid N1(C=NC=C1)C1=NC=C(C(=C1)C1=NC(=NO1)[C@@H]1CC12CCN(CC2)S(=O)(=O)N)C(F)(F)F